tert-butyl 4-methylperoxybutyrate CCCCC(=O)OOC(C)(C)C